C(C)(=O)OC1COC2=C(C=CC=C2C1)OC1=CC=C(C=C1)Cl 8-(4-chlorophenoxy)chroman-3-yl acetate